Tetradecyl octadecanoate C(CCCCCCCCCCCCCCCCC)(=O)OCCCCCCCCCCCCCC